N-(2-(4-((S)-4-cyclopropyl-3-methylpiperazine-1-yl)piperidine-1-yl)-5-((6-((S)-3-(2,3-dichlorobenzyl)isoxazolidine-2-yl)pyrimidine-4-yl)amino)-4-methoxyphenyl)acrylamide C1(CC1)N1[C@H](CN(CC1)C1CCN(CC1)C1=C(C=C(C(=C1)OC)NC1=NC=NC(=C1)N1OCC[C@@H]1CC1=C(C(=CC=C1)Cl)Cl)NC(C=C)=O)C